trichloroindium tetrahydrate O.O.O.O.Cl[In](Cl)Cl